C1(=CC=CC=C1)P(C1=C(C=CC=C1)C1=C(C=CC=C1)P(C1=CC=CC=C1)C1=CC=CC=C1)C1=CC=CC=C1 2,2'-bis(diphenyl-phosphino)biphenyl